The molecule is a mannooligosaccharide derivative consisting of a chain of three D-mannose residues linked sequentially alpha(1->2) and alpha(1->3), with an alpha-D-mannosyl-(1->2)-alpha-D-mannosyl unit linked (1->6) to the mannose residue at the reducing end, this reducing-end residue also being beta-linked to a 5-aminopentyl group. C(CCN)CCO[C@H]1[C@H]([C@H]([C@@H]([C@H](O1)CO[C@@H]2[C@H]([C@H]([C@@H]([C@H](O2)CO)O)O)O[C@@H]3[C@H]([C@H]([C@@H]([C@H](O3)CO)O)O)O)O)O[C@@H]4[C@H]([C@H]([C@@H]([C@H](O4)CO)O)O)O[C@@H]5[C@H]([C@H]([C@@H]([C@H](O5)CO)O)O)O)O